3-fluoro-3-((tosyloxy)methyl)azetidine-1-carboxylic acid tert-butyl ester C(C)(C)(C)OC(=O)N1CC(C1)(COS(=O)(=O)C1=CC=C(C)C=C1)F